C12(CC3CC(CC(C1)C3)C2)C2=C(C=CC(=C2)C23CC1CC(CC(C2)C1)C3)O 2,4-bis(adamantyl)phenol